NC1=C(C2=CC(=C3C=CC=NC3=C2NC1=O)NC(C)=O)C1=C2C=NNC2=C(C=C1)F N-[8-amino-7-(7-fluoro-1H-indazol-4-yl)-9-oxo-10H-1,10-phenanthrolin-5-yl]acetamide